1-(hydrazinomethyl)cyclopropanol N(N)CC1(CC1)O